N-(3-Aminopropyl)-2-chloro-4-[[3-[4-(difluoromethoxy)-2,3-difluoro-phenyl]imidazo[1,2-a]pyrazin-8-yl]amino]benzamide 2,2,2-trifluoroacetate FC(C(=O)O)(F)F.NCCCNC(C1=C(C=C(C=C1)NC=1C=2N(C=CN1)C(=CN2)C2=C(C(=C(C=C2)OC(F)F)F)F)Cl)=O